C(C)OC[C@@H](CC)NC(=O)C1CN(C1)C1=CC(=C2C(C(=CN(C2=N1)C=1SC=CN1)C(=O)O)=O)C 7-(3-{[(2R)-1-ethoxybutan-2-yl]carbamoyl}azetidin-1-yl)-5-methyl-4-oxo-1-(1,3-thiazol-2-yl)-1,4-dihydro-1,8-naphthyridine-3-carboxylic acid